FC=1C=C2C=CNC2=C(C1N1C(NC(CC1)=O)=O)C 1-(5-Fluoro-7-methyl-1H-indol-6-yl)dihydropyrimidine-2,4(1H,3H)-dione